2-acrylamido-2,6-dimethyl-3-heptanesulfonic acid C(C=C)(=O)NC(C)(C(CCC(C)C)S(=O)(=O)O)C